ClCCl Di-chloromethan